ClC=1C=C(C=CC1F)NC(N(C)[C@H]1CSCC=2NC(C=3C=C(C(=CC3C21)F)F)=O)=O |r| Racemic-3-(3-chloro-4-fluorophenyl)-1-(8,9-difluoro-6-oxo-1,4,5,6-tetrahydro-2H-thiopyrano[3,4-c]isoquinolin-1-yl)-1-methylurea